O=C1NC(CCC1N1C(C2=CC=C(C=C2C1=O)NCCCCCCCCCCC(=O)O)=O)=O 11-{[2-(2,6-dioxopiperidin-3-yl)-1,3-dioxo-2,3-dihydro-1H-isoindol-5-yl]Amino}undecanoic acid